FC1=CC=C(C=C1)C(N1[C@@H](CN(CC1)C(=O)OC(C)(C)C)CC)C1=CC=C(C=C1)F tert-butyl (R)-4-(bis(4-fluorophenyl) methyl)-3-ethylpiperazine-1-carboxylate